2-methylquinazoline-4,7-diamine CC1=NC2=CC(=CC=C2C(=N1)N)N